4-fluoro-N-(4-(1-(2,2,2-trifluoroethyl)-1H-pyrazol-4-yl)quinolin-8-yl)benzamide FC1=CC=C(C(=O)NC=2C=CC=C3C(=CC=NC23)C=2C=NN(C2)CC(F)(F)F)C=C1